(4aR,6R,7R,8R,8aR)-8-(4-(3-fluorophenyl)-1H-1,2,3-triazol-1-yl)-7-methoxy-2-phenylhexahydropyrano[3,2-d][1,3]Dioxin-6-carboxylic acid methyl ester COC(=O)[C@H]1[C@@H]([C@H]([C@H]2OC(OC[C@H]2O1)C1=CC=CC=C1)N1N=NC(=C1)C1=CC(=CC=C1)F)OC